C(CCC)C=1N(C2=C(C=NC=3C=CC=CC23)N1)CC1=CC=C(C=C1)NC(OC(C)(C)C)=O tert-butyl (4-((2-butyl-1H-imidazo[4,5-c]quinolin-1-yl)methyl)phenyl)carbamate